5-bromo-3-(4-methanesulfonylphenyl)pyrazin-2-amine BrC=1N=C(C(=NC1)N)C1=CC=C(C=C1)S(=O)(=O)C